(2R,4R)-1-tert-butyl 2-methyl 4-hydroxypyrrolidine-1,2-dicarboxylate O[C@@H]1C[C@@H](N(C1)C(=O)OC(C)(C)C)C(=O)OC